FC1=C(CSC2=NC(=CC(=N2)NS(=O)(=O)N2CCC2)N[C@@H](CO)C)C=CC(=C1C)C (R)-N-(2-(2-fluoro-3,4-dimethylbenzylthio)-6-(1-hydroxypropan-2-ylamino)pyrimidin-4-yl)azetidine-1-sulfonamide